1-methoxy-2,3-dimethyl-benzene COC1=C(C(=CC=C1)C)C